FC1=C(C=C(C=C1)F)[C@@H]1N(C[C@H](C1)F)C1=NN(C2=NC=C(C=C21)C(=O)OC)COCC[Si](C)(C)C methyl 3-((2R,4S)-2-(2,5-difluorophenyl)-4-fluoropyrrolidin-1-yl)-1-((2-(trimethylsilyl) ethoxy) methyl)-1H-pyrazolo[3,4-b]pyridine-5-carboxylate